7-isopropyl-11-oxo-4-(thiazol-2-yl)-2,6,7,11-tetrahydro-1H-furo[2,3-H]pyrido[2,1-a]isoquinoline-10-carboxylic acid C(C)(C)C1N2C(C=3C4=C(C(=CC3C1)C=1SC=CN1)OCC4)=CC(C(=C2)C(=O)O)=O